10-(2-(4-nitrophenyl)-vinyl)-10H-phenoxazine [N+](=O)([O-])C1=CC=C(C=C1)C=CN1C2=CC=CC=C2OC=2C=CC=CC12